ClC1=C(C=CC(=N1)C(=O)OC)C(F)(F)F methyl 6-chloro-5-(trifluoromethyl)-2-pyridinecarboxylate